N,N'-1,6-hexanediylbis[hydrazinecarboxamide] C(CCCCCNC(=O)NN)NC(=O)NN